methyl 3-(benzyloxy)-4-oxo-5-((2,4-difluorobenzyl)carbamoyl)-4H-pyran-2-carboxylate C(C1=CC=CC=C1)OC1=C(OC=C(C1=O)C(NCC1=C(C=C(C=C1)F)F)=O)C(=O)OC